TiN ThiAIN S1CC=CC=C1.[Sn]